2-trimethylsilyloxythiophenol C[Si](OC1=C(C=CC=C1)S)(C)C